BrC1=C(C(=C2C(NC(=NC2=C1)Cl)=O)OC[C@@H]1[C@@H]2CC[C@H](CN1)N2C(=O)OC(C)(C)C)Cl tert-butyl (1S,2S,5R)-2-(((7-bromo-2,6-dichloro-4-oxo-3,4-dihydroquinazolin-5-yl)oxy)methyl)-3,8-diazabicyclo[3.2.1]octane-8-carboxylate